C1(=CC=CC=C1)NC1=CC=C(C=C1)C1=CC=C(C2=CC=CC=C12)C1=CC=CC=C1 N-phenyl-4-(4-phenylnaphthalen-1-yl)-aniline